(5R,8S)-2-(3-(5-((S)-3-hydroxy-1-methyl-2-oxopyrrolidin-3-yl)isoxazol-3-yl)phenyl)-6,7,8,9-tetrahydro-5H-5,8-epoxycyclohepta[d]pyrimidine-4-carboxamide O[C@]1(C(N(CC1)C)=O)C1=CC(=NO1)C=1C=C(C=CC1)C=1N=C(C2=C(N1)C[C@@H]1CC[C@H]2O1)C(=O)N